CC1=CC2=C(N=C(S2)CN2C=C3C(C=C2)=CC(=N3)C3=C(C=CC=C3)CO)C=C1 (2-{6-[(6-methyl-1,3-benzothiazol-2-yl)methyl]-6H-pyrrolo[2,3-c]pyridin-2-yl}phenyl)methanol